C(C)(C)(C)[Si](C)(OC)OC Tert-butyl-dimethoxy(methyl)silane